1-(3-bromophenyl)-3,3-difluoro-cyclobutanecarbonitrile BrC=1C=C(C=CC1)C1(CC(C1)(F)F)C#N